ETHYL 4-BUTYRAMIDOBENZOATE C(CCC)(=O)NC1=CC=C(C(=O)OCC)C=C1